2-(7-((3-fluoro-1-methylpiperidin-4-yl)amino)-2-iodobenzo[b]thiophen-3-yl)acetonitrile FC1CN(CCC1NC1=CC=CC2=C1SC(=C2CC#N)I)C